(S)-2-(Benzofuran-2-carboxamido)-N1-(1-(2-((1R,2R,4S)-bicyclo[2.2.1]heptan-2-ylamino)-2-oxoethyl)-2-oxo-1,2-dihydropyridin-3-yl)-5-oxohexandiamid O1C(=CC2=C1C=CC=C2)C(=O)N[C@H](C(=O)NC=2C(N(C=CC2)CC(=O)N[C@H]2[C@@H]1CC[C@H](C2)C1)=O)CCC(C(=O)N)=O